N1=CC=CC2=CN=CC=C12 6-aza-quinoline